ClC1=CC=C(C(=O)NC2=CC=C(C=C2)CO[C@H]2CNCC2)C=C1 |r| (RS)-4-Chloro-N-[4-(pyrrolidin-3-yloxymethyl)-phenyl]-benzamid